1-(6-Fluoro-4-phenyl-3,4-dihydroquinoxalin-1(2H)-yl)-3-morpholinopropan-1-one FC=1C=C2N(CCN(C2=CC1)C(CCN1CCOCC1)=O)C1=CC=CC=C1